C1CC12N(CCNC2)C(=O)C2=CC=C(C=C2)C2=NC1=C(N2)C=CC=C1 2-(4-(4,7-diazaspiro[2.5]octane-4-carbonyl)phenyl)-1H-benzo[d]imidazole